N-[2-(2-oxo-1-imidazolidinyl)ethyl]acrylamide O=C1N(CCN1)CCNC(C=C)=O